C(=C)C=1C(=C(C(=C(C1)B(O)O)C=C)C=C)C=C tetra-vinylphenylboronic acid